ethyl 3-[acetyl(methyl)amino]pyridine-2-carboxylate C(C)(=O)N(C=1C(=NC=CC1)C(=O)OCC)C